F[C@H]1[C@@H]2CCC[C@H](C[C@H]1OC=1N=CC(=NC1)C1=C(C=C(C=C1)N1C=NC=C1)O)N2 2-(5-(((1S,2S,3R,5R)-2-fluoro-9-azabicyclo[3.3.1]nonan-3-yl)oxy)pyrazin-2-yl)-5-(1H-imidazol-1-yl)phenol